Methyl 2,4-difluoro-5-methoxybenzoate FC1=C(C(=O)OC)C=C(C(=C1)F)OC